dihexyldipropylammonium C(CCCCC)[N+](CCC)(CCC)CCCCCC